methyl 5-amino-2-((1r,4r)-4-(4-(tert-butoxycarbonyl) piperazin-1-yl) cyclohexyl)-2H-indazole-6-carboxylate NC1=CC2=CN(N=C2C=C1C(=O)OC)C1CCC(CC1)N1CCN(CC1)C(=O)OC(C)(C)C